ClC=1C=NC(=NC1)CC=1N(N=C(C1)C(F)(F)F)CCCC(F)F 5-chloro-2-[[2-(4,4-difluorobutyl)-5-(trifluoromethyl)pyrazol-3-yl]methyl]pyrimidine